Methyl (1S,2S)-2-[(3-chloro-4-cyclopropoxyphenyl)carbonyl]cyclopropane-1-carboxylate ClC=1C=C(C=CC1OC1CC1)C(=O)[C@@H]1[C@H](C1)C(=O)OC